7-chloro-2-(2-methoxyethyl)-1-methyl-5-phenyl-1,5-dihydro-4H-imidazo[4,5-c]quinolin-4-one ClC=1C=CC=2C3=C(C(N(C2C1)C1=CC=CC=C1)=O)N=C(N3C)CCOC